6-[8-[[3-(2-aminoethyl)-5-fluoro-7,8-dihydro-6H-cyclopenta[e]benzotriazol-7-yl]methyl]-2-keto-1-oxa-3,8-diazaspiro[4.5]decan-3-yl]-4H-pyrazino[2,3-b][1,4]oxazin-3-one NCCN1N=NC2=C1C=C(C1=C2CC(C1)CN1CCC2(CN(C(O2)=O)C2=NC3=C(OCC(N3)=O)N=C2)CC1)F